(2-(4-(5-fluoro-1-methyl-1H-indazol-6-yl)-1H-pyrazolo[3,4-c]pyridin-1-yl)acetyl)glycylglycine FC=1C=C2C=NN(C2=CC1C1=C2C(=CN=C1)N(N=C2)CC(=O)NCC(=O)NCC(=O)O)C